2-(propylthio)-9-(2,2,2-trifluoroethyl)-9H-purin-6-amine C(CC)SC1=NC(=C2N=CN(C2=N1)CC(F)(F)F)N